(5-phenoxy-1H-benzo[d]imidazol-2-ylmethylthio)-2-(trifluoromethyl)pyrimidin-4-amine O(C1=CC=CC=C1)C1=CC2=C(NC(=N2)CSC=2C(=NC(=NC2)C(F)(F)F)N)C=C1